(R)-N-(6-methoxy-2-methyl-[1,2,4]triazolo[1,5-a]pyridin-7-yl)-4-(3-methylpiperazin-1-yl)-2,3-dihydro-1H-pyrrolo[2,3-b]pyridine-1-carboxamide formate C(=O)O.COC=1C(=CC=2N(C1)N=C(N2)C)NC(=O)N2CCC=1C2=NC=CC1N1C[C@H](NCC1)C